FC1=CC=C(C=C1)CNS(=O)(=O)C1=CC=C(C=C1)NC(NCC=1C=NC=CC1)=O 3-(4-{[(4-fluorophenyl)methyl]sulfamoyl}phenyl)-1-(pyridin-3-ylmethyl)urea